ClC=1C=C(C=CC1)C(=O)N1C=2C=CC(=NC2CCC1)C1(CC1)NC(C1=CC=C(C=C1)F)=O N-{1-[5-(3-chlorobenzene-1-carbonyl)-5,6,7,8-tetrahydro-1,5-naphthyridin-2-yl]cyclopropyl}-4-fluorobenzamide